Cl.FC(OC1=CC=C(CN2N=CC3=CC=CC(=C23)C(=O)OC)C=C1)(F)F methyl 1-(4-(trifluoromethoxy) benzyl)-1H-indazole-7-carboxylate hydrochloride